butyl-4-(2,3-dichlorophenyl)piperazine C(CCC)N1CCN(CC1)C1=C(C(=CC=C1)Cl)Cl